COC=1C=C2C=CC(=NC2=CC1)C=1C=C2CN(C(C2=CC1)=O)C1CNCCC1 3-[5-(6-methoxyquinolin-2-yl)-1-oxo-2,3-dihydro-1H-isoindol-2-yl]piperidine